(4-(4-chloronaphthyl)phenyl)boronic acid ClC1=CC=C(C2=CC=CC=C12)C1=CC=C(C=C1)B(O)O